N-(2-cyclohexyl-4-(4-(trifluoromethyl)phenethyl)phenyl)octanamide C1(CCCCC1)C1=C(C=CC(=C1)CCC1=CC=C(C=C1)C(F)(F)F)NC(CCCCCCC)=O